ClC=1C(=NC(=NC1)NC1=CC=C(C(=O)NOC)C=C1)NC1=C(C=CC=C1)P(=O)(C)C 4-((5-chloro-4-((2-(dimethylphosphoryl)phenyl)amino)pyrimidin-2-yl)amino)-N-methoxybenzamide